C(C)(=O)NC1C[C@H]2CC(C[C@H]2C1)C(=O)NC1=NC=C(C(=C1)C=1C=C(N2CC(CC12)(C)C)C(=O)N)F 7-(2-((2r,3aR,5s,6aS)-5-acetamidooctahydropentalene-2-carboxamido)-5-fluoropyridin-4-yl)-2,2-dimethyl-2,3-dihydro-1H-pyrrolizine-5-carboxamide